2-(4'-cyano-biphenyl-4-yl)-6-{4-(4,6-diphenyl-[1,3,5]triazin-2-yl)-phenyl}-4-phenyl-benzoxazole C(#N)C1=CC=C(C=C1)C1=CC=C(C=C1)C=1OC2=C(N1)C(=CC(=C2)C2=CC=C(C=C2)C2=NC(=NC(=N2)C2=CC=CC=C2)C2=CC=CC=C2)C2=CC=CC=C2